[C@@H]12CNC[C@@H](CC1)C2NC([O-])=O [(1S,5R,8r)-3-azabicyclo[3.2.1]octan-8-yl]carbamate